C[O-] methyl alcoholate